CN(C1=CC(=C(C=C1)OC)NC([C@@H](NC(=O)OC(C)(C)C)C1=CC=CC=C1)=O)C1=CC(OC2=CC=CC=C12)=O 4-(N-methyl-N-(3-(N-Boc-L-phenylglycylamino)-4-methoxyphenyl)-amino)coumarin